COC(=O)C=1N(C2=CC=C(C(=C2C1)Br)Cl)CCC(=O)OC 4-bromo-5-chloro-1-(3-methoxy-3-oxopropyl)-1H-indole-2-carboxylic acid methyl ester